MONOTOSYLATE MONOHYDRATE O.S(=O)(=O)(O)C1=CC=C(C)C=C1